N-((5-chloro-6-(2-methoxypropoxy)-1H-indol-2-yl)methyl)-1-methylcyclopropane-1-carboxamide ClC=1C=C2C=C(NC2=CC1OCC(C)OC)CNC(=O)C1(CC1)C